CC1=C(C(=O)N[C@H]2C[C@H](CCC2)NC2=CC(=NC3=CC=CC=C23)C(F)(F)F)C=CC(=C1)NC(C1=C(C=CC=C1)C)=O 2-methyl-4-(2-methylbenzamido)-N-[(1r,3s)-3-{[2-(trifluoromethyl)quinolin-4-yl]amino}cyclohexyl]benzamide